NC1=CC(=CC(=N1)C(=O)NCC)C1=NC(=CC(=N1)N=S(=O)(C)C)N1[C@@H](COCC1)C (R)-6-amino-4-(4-((dimethyl(oxo)-λ6-sulfaneylidene)amino)-6-(3-methyl-morpholino)pyrimidin-2-yl)-N-ethylpicolinamide